C(C=C)OC(C[N+]1=NOC(=C1)[N-]C(NC1=CC(=CC(=C1)C(F)(F)F)NC(CC1=CC=CC=C1)=O)=O)=O (3-(2-(Allyloxy)-2-oxoethyl)-1,2,3-oxadiazol-3-ium-5-yl)((3-(2-phenylacetamido)-5-(trifluoromethyl)phenyl)carbamoyl)amide